(7-((2,3-dihydrobenzofuran-6-yl)oxy)-2-methylbenzofuran-3-yl)-N-(4-methoxybenzyl)-N-methyl-methylamine O1CCC2=C1C=C(C=C2)OC2=CC=CC=1C(=C(OC12)C)CN(C)CC1=CC=C(C=C1)OC